C(CCCCCCCCCCCCCCCCC)(=O)OCCCOC(CCCCCCCCCCCCCCCCC)=O propane-diyl distearate